(5-hydroxy-5-phenethyl-hexahydrocyclopenta[c]pyrrol-2(1H)-yl)-1-(4-hydroxyphenyl)propan-1-one OC1(CC2C(CN(C2)C(C(=O)C2=CC=C(C=C2)O)C)C1)CCC1=CC=CC=C1